1-methyl-2-nitroso-1,2,3,4-tetrahydroisoquinoline-6,7-diol CC1N(CCC2=CC(=C(C=C12)O)O)N=O